C1(CCC1)COC1=C(C=C(N)C=C1F)F 4-(cyclobutylmethoxy)-3,5-difluoroaniline